2-(1-cyclopropylethoxy)-N-(2-(4,4-difluorocyclohexyl)-4-(2,5-difluorophenyl)pyridin-3-yl)pyrimidine-5-carboxamide C1(CC1)C(C)OC1=NC=C(C=N1)C(=O)NC=1C(=NC=CC1C1=C(C=CC(=C1)F)F)C1CCC(CC1)(F)F